(2-(2,6-bis(benzyloxy)pyridin-3-yl)benzo[d]oxazol-6-yl)(4-(trifluoromethyl)isoindolin-2-yl)methanone C(C1=CC=CC=C1)OC1=NC(=CC=C1C=1OC2=C(N1)C=CC(=C2)C(=O)N2CC1=CC=CC(=C1C2)C(F)(F)F)OCC2=CC=CC=C2